6-((R)-3-(2,3-difluorophenyl)isoxazolidin-2-yl)-N-(4-(4-((R)-3,4-dimethylpiperazin-1-yl)piperidin-1-yl)-2-methoxy-phenyl)pyrimidin-4-amine FC1=C(C=CC=C1F)[C@@H]1N(OCC1)C1=CC(=NC=N1)NC1=C(C=C(C=C1)N1CCC(CC1)N1C[C@H](N(CC1)C)C)OC